8-bromo-2-(4,4-difluoropiperidin-1-yl)-3-ethyl-6-methylquinazolin-4(3H)-one BrC=1C=C(C=C2C(N(C(=NC12)N1CCC(CC1)(F)F)CC)=O)C